ferrocene gold iodide [Au](I)(I)I.[CH-]1C=CC=C1.[CH-]1C=CC=C1.[Fe+2]